FC(C(=O)N[C@@H]([C@@H](C)C=C)C(=O)O)(F)F Trifluoroacetyl-4,5-didehydroisoleucine